C1N(CC12COCC2)CC2=CC(=C(CNC1=C3C(N(C(C3=CC=C1)=O)C1C(NC(CC1)=O)=O)=O)C=C2)F 4-(4-(6-oxa-2-azaspiro[3.4]octan-2-ylmethyl)-2-fluorobenzylamino)-2-(2,6-dioxopiperidin-3-yl)isoindoline-1,3-dione